pentamethyl-disilazane C[SiH2]N([Si](C)(C)C)C